2,3,4,6-tetra-O-benzoyl-α-D-glucopyranosyl bromide C1=CC=C(C=C1)C(=O)OC[C@@H]2[C@H]([C@@H]([C@H]([C@H](O2)Br)OC(=O)C3=CC=CC=C3)OC(=O)C4=CC=CC=C4)OC(=O)C5=CC=CC=C5